ClC1=C(C(=C(C=C1)NS(=O)(=O)C=1C(=NC=C(C1)F)C)F)COC=1C=C2C(=NC1)N(N=C2C)C2OCCCC2 N-(4-chloro-2-fluoro-3-(((3-methyl-1-(tetrahydro-2H-pyran-2-yl)-1H-pyrazolo[3,4-b]pyridin-5-yl)oxy)methyl)phenyl)-5-fluoro-2-methylpyridine-3-sulfonamide